methyl-2-(3,4-difluorophenyl)-5-(3-ethynyl-3-((methoxycarbonyl)amino)piperidin-1-yl)isonicotinic acid CC1=C(C(=O)O)C(=CN=C1C1=CC(=C(C=C1)F)F)N1CC(CCC1)(NC(=O)OC)C#C